dichloro-propionyloxy-cyclopropyloxy-phenanthroline platinum [Pt].ClC1=C2C(=C(C(=NC2=C2N=CC=CC2=C1)OC1CC1)OC(CC)=O)Cl